methyl 2-cyclopropyl-4-((2-(4-((2-(3-(1,3-dihydroxypropan-2-yl)ureido)ethyl)carbamoyl)phenyl)-3-oxo-2,8-diazaspiro[4.5]decan-8-yl)methyl)-5-ethoxybenzoate C1(CC1)C1=C(C(=O)OC)C=C(C(=C1)CN1CCC2(CC(N(C2)C2=CC=C(C=C2)C(NCCNC(=O)NC(CO)CO)=O)=O)CC1)OCC